5-[4-(2,3-dichloro-benzyl)-piperazin-1-yl]-4-methyl-benzofuran-2-carboxylic acid ClC1=C(CN2CCN(CC2)C=2C=CC3=C(C=C(O3)C(=O)O)C2C)C=CC=C1Cl